C(C)(C)(C)OC(NCCOCCOCCOCCN1N=NC(=C1Cl)CN1CCS(CC1)(=O)=O)=O.FC1=C(C(=O)NC2=C(C=CC=C2)C)C=C(C(=C1)F)F 2,4,5-Trifluoro-N-(2-methylphenyl)benzamide tert-Butyl-N-[2-[2-[2-[2-[5-chloro-4-[(1,1-dioxo-1,4-thiazinan-4-yl)methyl]triazol-1-yl]ethoxy]ethoxy]ethoxy]ethyl]carbamate